1-butyl-[1]benzothiopyrano[3,4-d]imidazol-4(1H)-one C(CCC)N1C=NC2=C1C1=C(SC2=O)C=CC=C1